NC1CN(CC1)CC(=O)NCC=1SC(=CC1)C(CSC1=NC(=NC2=CC=C(C=C12)OC)C)=O 2-(3-aminopyrrolidin-1-yl)-N-((5-(2-((6-methoxy-2-methylquinazolin-4-yl)thio)acetyl)thiophen-2-yl)methyl)acetamide